Cl.Cl.Cl.NCC[C@@H](C(=O)[NH-])NCCCN(C[C@@H]([C@H]([C@@H]([C@@H](CO)O)O)O)O)C[C@@H]([C@H]([C@@H]([C@@H](CO)O)O)O)O (2S)-4-amino-2-[(3-{bis[(2S,3R,4R,5R)-2,3,4,5,6-pentahydroxyhexyl]Amino}propyl)amino]Butyrylamide trihydrochloride